4-(3-chloropropyl)-1-t-butoxycarbonyl-piperazine ClCCCN1CCN(CC1)C(=O)OC(C)(C)C